O1C=CC=NC2=C1C1=CNC=C1C=C2 [1,4]oxazepino[2,3-e]isoindole